(4-methoxybenzyl)-1-(5-nitrobenzofuran-3-yl)dihydropyrimidine-2,4(1H,3H)-dione COC1=CC=C(CN2C(N(CCC2=O)C2=COC3=C2C=C(C=C3)[N+](=O)[O-])=O)C=C1